FC1=C(C=C(C=C1)OC=1C(=C2C=CN(C2=CC1F)S(=O)(=O)C1=CC=C(C)C=C1)CO)C1=CC=NN1C(CC=C)C=1C=C(C=CC1)CCC(=O)OCC ethyl 3-(3-(1-(5-(2-fluoro-5-((6-fluoro-4-(hydroxymethyl)-1-tosyl-1H-indol-5-yl)oxy)phenyl)-1H-pyrazol-1-yl)but-3-en-1-yl)phenyl)propanoate